tert-butyl 7-((1-(1-((2-(trimethylsilyl) ethoxy)methyl)-1H-pyrazol-4-yl) piperidin-4-yl)methyl)-2,7-diazaspiro[3.5]nonane-2-carboxylate C[Si](CCOCN1N=CC(=C1)N1CCC(CC1)CN1CCC2(CN(C2)C(=O)OC(C)(C)C)CC1)(C)C